(1R,2R,5S)-3-(4-methoxybenzyl)-2-methyl-3,8-diazabicyclo[3.2.1]octane-8-carboxylic acid tert-butyl ester C(C)(C)(C)OC(=O)N1[C@H]2[C@H](N(C[C@@H]1CC2)CC2=CC=C(C=C2)OC)C